2-(4-((3-(4-Fluorophenyl)-2-oxo-2,3-dihydro-1H-imidazol-1-yl)methyl)-2,6-dimethylphenoxy)-2-methylpropanoic acid FC1=CC=C(C=C1)N1C(N(C=C1)CC1=CC(=C(OC(C(=O)O)(C)C)C(=C1)C)C)=O